FC(OC=1C=C(C=CC1F)C=1C=C2C(=NC1)C=NN2CC=2N=NN(C2)C)F 6-[3-(Difluoromethoxy)-4-fluoro-phenyl]-1-[(1-methyltriazol-4-yl)methyl]pyrazolo[4,3-b]pyridine